(E)-2-cyano-3-(2,5-difluoro-4-((2-methyl-[1,1'-biphenyl]-3-yl)methoxy)phenyl)acrylamide C(#N)/C(/C(=O)N)=C\C1=C(C=C(C(=C1)F)OCC=1C(=C(C=CC1)C1=CC=CC=C1)C)F